BrC=1C=C2CC(N3C(C2=CC1C(=O)OC)OC(C3=O)=O)C(C)C methyl 8-bromo-5-isopropyl-2,3-dioxo-3,5,6,10b-tetrahydro-2H-oxazolo[2,3-a]isoquinoline-9-carboxylate